N-(6-azaspiro[3.4]oct-2-yl)-3-(3-(trifluoromethyl)phenyl)imidazo[1,2-b]pyridazin-6-amine C1C(CC12CNCC2)NC=2C=CC=1N(N2)C(=CN1)C1=CC(=CC=C1)C(F)(F)F